O=C(C(=O)N)N1[C@H](CC[C@@H](C1)C)C=1C=C2C=NN(C2=CC1)C 2-oxo-2-[(2R,5S)-5-methyl-2-(1-methylindazol-5-yl)-1-piperidyl]acetamide